NC=1C(=C(C=CC1)C(C)(C)C1=C(C(=CC=C1)N)OC1=CC=CC=C1)OC1=CC=CC=C1 di(aminophenoxyphenyl)propane